NC1=NC=CC(=C1Cl)SC1=CN=C(C(N1)=O)N1CCC2(CC1)NC1=CC=CC=C1[C@H]2N (R)-6-((2-amino-3-chloropyridin-4-yl)thio)-3-(3-aminospiro[indoline-2,4'-piperidin]-1'-yl)pyrazin-2(1H)-one